ClC1=NC=C(C(=N1)NCC1=C(C(=CC=C1F)F)F)C(=O)N 2-chloro-4-((2,3,6-trifluorobenzyl)amino)pyrimidin-5-carboxamide